ethyl (E)-4-[2-[2-[2-[2-[2-[tert-butoxycarbonyl(methyl)amino] oxyethoxy]ethoxy]ethoxy]ethoxy]ethyl-methylamino]but-2-enoate C(C)(C)(C)OC(=O)N(OCCOCCOCCOCCOCCN(C/C=C/C(=O)OCC)C)C